6-(benzofuran-5-ylthio)-2-((1-(tetrahydro-2H-pyran-2-yl)-1H-pyrazol-3-yl)methyl)phthalazin-1(2H)-one O1C=CC2=C1C=CC(=C2)SC=2C=C1C=NN(C(C1=CC2)=O)CC2=NN(C=C2)C2OCCCC2